(3S,4S)-(1-(5-(6-ethoxy-1H-pyrazolo[3',4':3,4]pyrazolo[1,5-a]pyridin-4-yl)pyrazin-2-yl)-3-hydroxypiperidin-4-yl)-6-fluorobenzamide C(C)OC=1C=C(C=2N(C1)N=C1C2C=NN1)C=1N=CC(=NC1)N1C[C@H]([C@@H](CC1)C1=C(C(=O)N)C(=CC=C1)F)O